(E)-4-hydroxy-1-[3-[4-(3-hydroxyazetidin-1-yl)-1-[4-(trifluoromethoxy)phenyl]pyrazolo[4,3-c]pyridin-3-yl]azetidin-1-yl]but-2-en-1-one OC/C=C/C(=O)N1CC(C1)C1=NN(C2=C1C(=NC=C2)N2CC(C2)O)C2=CC=C(C=C2)OC(F)(F)F